C1(CCCCC1)P(C1=C(C(=CC=C1)OC)OC)C1CCCCC1 dicyclohexyl(2,3-dimethoxyphenyl)phosphine